CC=1N=C(OC1C)C(C(=O)C1=CC=C(C=N1)NC(CC1=CC=C(C=C1)S(=O)(=O)CC)=O)(C)C N-(6-(2-(4,5-dimethyloxazol-2-yl)-2-methylpropionyl)pyridin-3-yl)-2-(4-(ethylsulfonyl)phenyl)acetamide